N-(4-cyano-2-fluorophenyl)-1H-pyrrole-3-sulfonamide C(#N)C1=CC(=C(C=C1)NS(=O)(=O)C1=CNC=C1)F